P(=O)(OCCC(C=C)=O)([O-])[O-] monoacryloylethyl phosphate